NC1=C(SC2=NC(=CN=C21)C)C(=O)N[C@@H]2CC=1C=CC(=NC1CC2)N2CCNCC2 7-amino-3-methyl-N-[(6S)-2-(piperazin-1-yl)-5,6,7,8-tetrahydroquinolin-6-yl]thieno[2,3-b]pyrazine-6-carboxamide